6-methoxy-2,3-dimethyl-7-nitro-1,2,3,4-tetrahydroisoquinoline COC=1C=C2CC(N(CC2=CC1[N+](=O)[O-])C)C